BrC=1C(=C(C(=NC1)C#N)[N+](=O)[O-])C 5-bromo-3-nitro-4-methylpicolinonitrile